OC1=CC=C(C=C1)[C@@H]([C@H](C)N1CCC(CC1)(C1=CC=CC=C1)O)O (+)-(1s,2s)-1-(4-hydroxy-phenyl)-2-(4-hydroxy-4-phenylpiperidinyl)-1-propanol